C(C=C)C1=CC(=C(C(=C1)C=1C(=CC=C(C1)CC=C)O)O)NCC1=CC(=C(C=C1)C)C 5,5'-diallyl-3-((3,4-dimethylbenzyl)amino)-[1,1'-biphenyl]-2,2'-diol